3-{[tert-butyl(dimethyl)silyl]oxy}-4-(5-chloro-2-nitrophenyl)butanoic acid [Si](C)(C)(C(C)(C)C)OC(CC(=O)O)CC1=C(C=CC(=C1)Cl)[N+](=O)[O-]